FC=1C(=C(C=CC1)C=1C=NC=2N(C1)C=C(N2)COC2=NC=C(C=C2)F)C 6-(3-fluoro-2-methyl-phenyl)-2-[(5-fluoro-2-pyridyl)oxymethyl]imidazo[1,2-a]pyrimidine